C(CC=C)C1=CC(=C(C=C1)C#CC1=CC=C(C=C1)CCC=C)OC 4-(but-3-en-1-yl)-1-{2-[4-(but-3-en-1-yl)phenyl]ethynyl}-2-methoxybenzene